1-bromo-8,8-dimethyl-10-propyl-7,9,11-trioxa-8-silahenicosane BrCCCCCCO[Si](OC(OCCCCCCCCCC)CCC)(C)C